6,7-Dimethyl-2,3-Bis(2-pyridoyl)quinoxaline methyl-(4-(1-(1-(5-(6-amino-3-chloro-2-fluorophenyl)pyridin-2-yl)-2-(1-methyl-1H-pyrazol-3-yl)ethyl)-1H-pyrazol-4-yl)phenyl)carbamate CN(C(O)=O)C1=CC=C(C=C1)C=1C=NN(C1)C(CC1=NN(C=C1)C)C1=NC=C(C=C1)C1=C(C(=CC=C1N)Cl)F.CC=1C=C2N=C(C(=NC2=CC1C)C(=O)C1=NC=CC=C1)C(=O)C1=NC=CC=C1